7-(2-methyl-5-((4-(pyridin-2-yl)piperidin-1-yl)sulfonyl)phenyl)imidazo[2,1-f][1,2,4]triazin-4-amine CC1=C(C=C(C=C1)S(=O)(=O)N1CCC(CC1)C1=NC=CC=C1)C1=CN=C2C(=NC=NN21)N